C(C)C([O-])(CCC)CC.[Al+3].C(C)C([O-])(CCC)CC.C(C)C([O-])(CCC)CC aluminum diethyl-n-butoxide